4-(dichloroacetyl)-1-oxo-4-azaspiro[4.5]decane ClC(C(=O)N1CCC(C12CCCCC2)=O)Cl